C(C1=CC=CC=C1)OC1=C(C2=CC=CC=C2C=C1)/C=C/C1=CC=NC=C1 (E)-4-(2-(2-(benzyloxy)naphthalene-1-yl)vinyl)pyridine